Methyl 2-[[4-[6-[(6-chloro-4-fluoro-3-pyridyl)methoxy]-2-pyridyl]-2,5-difluoro-phenyl]methyl]-3-[(3S)-4,4-dimethyltetrahydrofuran-3-yl]benzimidazole-5-carboxylate ClC1=CC(=C(C=N1)COC1=CC=CC(=N1)C1=CC(=C(C=C1F)CC=1N(C2=C(N1)C=CC(=C2)C(=O)OC)[C@@H]2COCC2(C)C)F)F